6-[5-(difluoromethyl)-1,3,4-oxadiazol-2-yl]-2-(methoxymethyl)-3-methyl-2-phenyl-2,3-dihydro-4H-1,3-benzoxazin-4-one FC(C1=NN=C(O1)C=1C=CC2=C(C(N(C(O2)(C2=CC=CC=C2)COC)C)=O)C1)F